2-(1-(4-methoxy-3-methylphenyl)ethyl)-10H-phenothiazine COC1=C(C=C(C=C1)C(C)C1=CC=2NC3=CC=CC=C3SC2C=C1)C